(S)-6-chloro-3-(1-hydroxypropan-2-yl)-8-iodopyrido[3,4-d]pyrimidin-4(3H)-one ClC1=CC2=C(N=CN(C2=O)[C@H](CO)C)C(=N1)I